O1C(COCC1)COC1=CC(=C(C(=N1)Cl)CC)OCC1=CC=CC=C1 6-((1,4-dioxan-2-yl)methoxy)-4-(benzyloxy)-2-chloro-3-ethylpyridine